5-{4-amino-5-[(4,4-difluoropiperidin-1-yl)methyl]pyrrolo[2,1-f][1,2,4]triazin-7-yl}-N-[(3R,4S)-4-fluoro-1-(2-fluorobenzoyl)pyrrolidin-3-yl]-2-methoxypyridine-3-carboxamide NC1=NC=NN2C1=C(C=C2C=2C=C(C(=NC2)OC)C(=O)N[C@@H]2CN(C[C@@H]2F)C(C2=C(C=CC=C2)F)=O)CN2CCC(CC2)(F)F